3,4-di(4-methoxy-phenyl)furan COC1=CC=C(C=C1)C1=COC=C1C1=CC=C(C=C1)OC